1-(5-(bromomethyl)-6-fluoropyridin-2-yl)dihydropyrimidine-2,4(1H,3H)-dione BrCC=1C=CC(=NC1F)N1C(NC(CC1)=O)=O